(butylamino)-N-(4-cyclopropyl-5-nitrothiazol-2-yl)-[1,1'-biphenyl]-2-carboxamide C(CCC)NC1=C(C(=CC=C1)C1=CC=CC=C1)C(=O)NC=1SC(=C(N1)C1CC1)[N+](=O)[O-]